C(C)(C)(C)OC(=O)N[C@@H]1CC[C@H](CC1)NC=1C=2N(N=CC1C(N)=NC1=C(C=C(C=C1)O)Cl)C=C(C2)C=2C=NN(C2)CCNC(OC(C)(C)C)=O trans-tert-butyl N-[2-[4-[4-[[4-(tert-butoxycarbonylamino)cyclohexyl]amino]-3-[N'-(2-chloro-4-hydroxy-phenyl)carbamimidoyl]pyrrolo[1,2-b]pyridazin-6-yl]pyrazol-1-yl]ethyl]-carbamate